C(C)NC(=O)C1=CC(=NC(=C1)C=1N=NN(C1)C=1C=C(C=C(C(=O)O)C1)F)C=1N=NN(C1)C=1C=C(C=C(C(=O)O)C1)F 5,5'-((4-(ethylcarbamoyl)pyridine-2,6-diyl)bis(1H-1,2,3-triazole-4,1-diyl))bis(3-fluorobenzoic acid)